3-[2,2-dimethyl-4-(sulfomethyl)quinolin-1(2H)-yl]propane-1-sulfonic acid CC1(N(C2=CC=CC=C2C(=C1)CS(=O)(=O)O)CCCS(=O)(=O)O)C